C(C)(C)C1=C(C(=CC=C1)C(C)C)N1CN(C=C1)C1=C(C=CC=C1C(C)C)C(C)C 1,3-bis(2,6-diisopropylphenyl)-1,3-dihydro-2H-imidazole